2-butyl-1-((tetrahydro-2H-pyran-4-yl)methyl)-1H-imidazolo[4,5-d]thiophene C(CCC)C1=NC2=C(C=CS2)N1CC1CCOCC1